N-[1-(5-pyrimidin-2-ylthiazol-4-yl)ethyl]-3,5-bis(trifluoromethyl)benzamide N1=C(N=CC=C1)C1=C(N=CS1)C(C)NC(C1=CC(=CC(=C1)C(F)(F)F)C(F)(F)F)=O